bis(2,6-ditert-butyl-6-methylphenyl)pentaerythritol diphosphite OP(O)OP(O)O.C(C)(C)(C)C=1C(C(C=CC1)(C)C(C)(C)C)C(O)(C(CO)(CO)CO)C1C(=CC=CC1(C(C)(C)C)C)C(C)(C)C